3-(3,4-dihydroquinolin-1(2H)-yl)-N-(pyridazin-3-yl)propionamide N1(CCCC2=CC=CC=C12)CCC(=O)NC=1N=NC=CC1